N-cyclopropyl-2-(difluoromethoxy)-6-methoxy-4-[7-[2-(2-oxopyrrolidin-1-yl)ethoxy]imidazo[1,2-a]pyridin-3-yl]benzamide C1(CC1)NC(C1=C(C=C(C=C1OC)C1=CN=C2N1C=CC(=C2)OCCN2C(CCC2)=O)OC(F)F)=O